4,4-dimethyltetrahydropyran-2,6-dione CC1(CC(OC(C1)=O)=O)C